N1=C(C=C(C2=CC=CC=C12)C(=O)O)C(=O)O quinoline-2,4-dicarboxylic acid